N-(4-(2H-benzo[B][1,4]oxazin-4(3H)-yl)phenyl)-3-(5,5-dimethyl-1,3-dioxan-2-yl)-5-fluoro-4-hydroxybenzoamide O1C2=C(N(CC1)C1=CC=C(C=C1)NC(C1=CC(=C(C(=C1)F)O)C1OCC(CO1)(C)C)=O)C=CC=C2